ClC1=NC=C(C(=N1)NC1=CC=C(C(=C1NS(=O)(=O)C)C)C)Cl N-(6-((2,5-dichloropyrimidin-4-yl)amino)-2,3-dimethylphenyl)methane-sulfonamide